dibutyl-diphenylamine C(CCC)C=1C(=C(C=CC1)NC1=CC=CC=C1)CCCC